N'-Boc-L-Lysine C(=O)(OC(C)(C)C)NCCCC[C@H](N)C(=O)O